Cl.N[C@@H](CC(=O)OCC1=CC(=NC(=C1)Cl)Cl)CC1=CC=CC=C1 (2,6-Dichloropyridin-4-yl)methyl (R)-3-amino-4-phenylbutanoate hydrochloride